methyl (R)-2-(((R)-4-(2-(5-((6,7-difluoro-4-((methyl-d3)thio)-1H-indol-5-yl)oxy)-2-fluorophenyl)-1H-imidazol-4-yl)-4-(methyl-d3)chroman-8-yl)methyl)propanoate FC1=C(C(=C2C=CNC2=C1F)SC([2H])([2H])[2H])OC=1C=CC(=C(C1)C=1NC=C(N1)[C@@]1(CCOC2=C(C=CC=C12)C[C@H](C(=O)OC)C)C([2H])([2H])[2H])F